tert-butyl 4-((2-methoxy-4-(2-methyl-1-oxo-1,2-dihydro-2,7-naphthyridin-4-yl)phenoxy)methyl)piperidine-1-carboxylate COC1=C(OCC2CCN(CC2)C(=O)OC(C)(C)C)C=CC(=C1)C1=CN(C(C2=CN=CC=C12)=O)C